CN(C(=O)C1CCC(CC1)N1N=C2C=C(C(=CC2=C1)C(=O)NC1=CN=C2N1N=CC=C2)OC)C 2-((1s,4s)-4-(Dimethylcarbamoyl)cyclohexyl)-N-(imidazo[1,2-b]pyridazin-3-yl)-6-methoxy-2H-indazole-5-carboxamide